1,7-dimethyl-4-(piperidin-4-yl)-1,4-dihydropyrido[2,3-b]Pyrazine CN1C2=C(N(C=C1)C1CCNCC1)N=CC(=C2)C